NC1=NC=2C=CC(=CC2C2=C1COC2)C(=O)N([C@H]2COC1=C2C=CC(=C1)C(F)(F)F)C1CC1 4-amino-N-cyclopropyl-N-((3R)-6-(trifluoromethyl)-2,3-dihydro-1-benzofuran-3-yl)-1,3-dihydrofuro[3,4-c]quinoline-8-carboxamide